C1(CC1)COC1=CC(=C(C=C1)CNCC=1C(=C(C=CC1)NC(OC(C)(C)C)=O)F)O tert-butyl N-{3-[({[4-(cyclopropylmethoxy)-2-hydroxyphenyl]methyl}amino)methyl]-2-fluorophenyl}carbamate